1-(2-fluorophenyl)-1,4,5,7-tetrahydropyrano[3,4-c]pyrazol-4-amine FC1=C(C=CC=C1)N1N=CC2=C1COCC2N